2-((5-(4-fluorophenyl)-1,3,4-thiadiazol-2-yl)methyl)isoindoline-1,3-dione FC1=CC=C(C=C1)C1=NN=C(S1)CN1C(C2=CC=CC=C2C1=O)=O